CN1CC2=C(CC1)N=C(S2)NC(=O)N2CCC(CC2)NC2=NC(=NC=C2Cl)NC=2C=C1C=NC(C1=CC2)=O N-(5-methyl-4,5,6,7-tetrahydrothiazolo[5,4-c]pyridin-2-yl)-4-({5-chloro-2-[(1-oxoisoindol-5-yl)amino]pyrimidin-4-yl}amino)piperidine-1-carboxamide